BrC1=CC=C(C=C1)CCCC(=O)NC1=CC=C(C=C1)O 4-(4-Bromophenyl)-N-(4-hydroxyphenyl)butanamide